[Br-].FC(F)(F)[PH3+] trifluoromethylphosphonium bromide